Bochydrazine C(=O)(OC(C)(C)C)NN